C(C)N1C(NC2=C(C1=O)SC(=C2)CN2CC1N(C3=C(OC1)N=C(C=C3)C(=O)NC)CC2=O)=O 3-((3-ethyl-2,4-dioxo-1,2,3,4-tetrahydrothieno[3,2-d]pyrimidin-6-yl)methyl)-N-methyl-2-oxo-1,2,3,4,4a,5-hexahydropyrazino[1,2-d]pyrido[2,3-b][1,4]oxazine-8-carboxamide